C(C)[C@H]1COC2=C(CN1C1=CC=CC=C1)C=CC(=C2)C(=O)OC Methyl (S)-3-ethyl-4-phenyl-2,3,4,5-tetrahydrobenzo[f][1,4]oxazepine-8-carboxylate